(R)-1-(4-chlorophenyl)-6-fluoro-4-oxo-7-(2-((pyridin-2-yloxy)methyl)pyrrolidin-1-yl)-1,4-dihydroquinoline-3-carboxylic acid ClC1=CC=C(C=C1)N1C=C(C(C2=CC(=C(C=C12)N1[C@H](CCC1)COC1=NC=CC=C1)F)=O)C(=O)O